1-(2-(3,5-bis(trifluoromethyl)phenyl)-1H-benzo[d]imidazol-5-yl)-3-(5-methoxy-2,2-dimethyl-2H-chromen-6-yl)urea FC(C=1C=C(C=C(C1)C(F)(F)F)C1=NC2=C(N1)C=CC(=C2)NC(=O)NC=2C(=C1C=CC(OC1=CC2)(C)C)OC)(F)F